C(CCCCCCCC)SC1=CC=C(C=C1)C(C)=NNC(N)=N 2-(1-(4-(Nonylthio)phenyl)ethylidene)hydrazine-1-carboximidamide